C(#N)C=1C=C(C=CC1F)NC(N(C)[C@H]1CS(CC=2NC(C=3C=C(C(=CC3C21)F)F)=O)(=O)=O)=O (R)-3-(3-Cyano-4-fluorophenyl)-1-(8,9-difluoro-3,3-dioxido-6-oxo-1,4,5,6-tetrahydro-2H-thiopyrano[3,4-c]isoquinolin-1-yl)-1-methylurea